[K].C=C1C(C(=C(C2=CC=CC=C12)S(=O)(=O)O)C)C methylenebis(methyl)naphthalenesulfonic acid potassium